C(C1=CC=CC=C1)C1=NNC(CN1)=O 3-benzyl-4,5-dihydro-1,2,4-triazin-6(1H)-one